C(C1=CC=CC=C1)(C1=CC=CC=C1)N1CCC(CC1)NC=1C=C2CN(C(C2=CC1)=O)C1C(NC(CC1)=O)=O 3-(5-((1-benzhydryl-piperidin-4-yl)amino)-1-oxo-isoindolin-2-yl)piperidine-2,6-dione